2-(dimethylamino)-1-hydroxy-2-oxoethanesulfinic acid CN(C(C(S(=O)O)O)=O)C